C1(CC1)C1=NN(C=N1)C1CC2(CN(C2)C(=O)N2CC3(C2)CN(C3)CC=3N(N=CC3)CC(F)F)C1 [6-(3-cyclopropyl-1,2,4-triazol-1-yl)-2-azaspiro[3.3]heptan-2-yl]-[6-[[2-(2,2-difluoroethyl)pyrazol-3-yl]methyl]-2,6-diazaspiro[3.3]heptan-2-yl]methanone